2-[2-[[5-(2-aminoethylamino)-1,3-benzothiazol-2-yl]methylcarbamoyl]indan-2-yl]acetic acid NCCNC=1C=CC2=C(N=C(S2)CNC(=O)C2(CC3=CC=CC=C3C2)CC(=O)O)C1